carbon, sodium salt [Na].[C]